FC1([C@@H](C1)C1=C(C=CC=C1F)[C@@H]1C2=C(NC(=C1C(=O)OC)C)COC2=O)F methyl (S)-4-(2-((S)-2,2-difluorocyclopropyl)-3-fluorophenyl)-2-methyl-5-oxo-1,4,5,7-tetrahydrofuro[3,4-b]pyridine-3-carboxylate